3-hydroxy-4-acetylthiobutanoate OC(CC(=S)[O-])CC(C)=O